10-(4-chlorophenyl)-2-(2-morpholinopyrimidin-5-yl)-7,8,9,10-tetrahydro-6H-cyclohepta[4,5]imidazo[1,2-a]pyridin-10-ol ClC1=CC=C(C=C1)C1(CCCCC=2N=C3N(C=C(C=C3)C=3C=NC(=NC3)N3CCOCC3)C21)O